(3-glycidoxypropyl)trimethylsilane C(C1CO1)OCCC[Si](C)(C)C